N-[2,5-difluoro-4-(trifluoromethyl)phenyl]-5-(1,3-thiazol-5-yl)-1H-pyrrole-3-sulfonamide FC1=C(C=C(C(=C1)C(F)(F)F)F)NS(=O)(=O)C1=CNC(=C1)C1=CN=CS1